[C@H]12[C@@H](NC[C@H](CC1)O2)C2=CC=C(C=C2)N2C(=CC1=C2N=CN(C1=O)CC1(CCN(CC1)C(C1=CC=C(C=C1)Cl)=O)O)Cl 7-(4-((1R,2S,5S)-8-Oxa-3-azabicyclo[3.2.1]octan-2-yl)phenyl)-6-chloro-3-((1-(4-chlorobenzoyl)-4-hydroxypiperidin-4-yl)methyl)-3,7-dihydro-4H-pyrrolo[2,3-d]pyrimidin-4-one